6-{[(isopropylamino)carbonyl]amino}-N-[7-methoxy-8-(3-morpholin-4-ylpropoxy)-2,3-dihydroimidazo[1,2-c]quinazolin-5-yl]nicotinamide C(C)(C)NC(=O)NC1=NC=C(C(=O)NC2=NC=3C(=C(C=CC3C=3N2CCN3)OCCCN3CCOCC3)OC)C=C1